Acryloyl-methyl-propanesulfonic acid C(C=C)(=O)C(CC)(S(=O)(=O)O)C